NC1=CC=C(C(=O)NC=2C=C(C=CC2O)C(C(F)(F)F)(C(F)(F)F)C2=CC(=C(C=C2)O)NC(C2=CC=C(C=C2)N)=O)C=C1 bis[3-(4-amino-benzamido)-4-hydroxyphenyl]hexafluoropropane